[Cl-].C(C(=C)C)(=O)OC[N+](C)(C)CC methacryloyloxy-ethyltrimethylammonium chlorid